gamma-methyl-allyloxypropyl-trimethoxysilane CC(CC[Si](OC)(OC)OC)OCC=C